tert-Butyl ((S)-(7-((S)-1-amino-2-methoxyethyl)imidazo[1,2-b]pyridazin-2-yl)(4,4-difluorocyclohexyl)methyl)carbamate N[C@H](COC)C1=CC=2N(N=C1)C=C(N2)[C@H](C2CCC(CC2)(F)F)NC(OC(C)(C)C)=O